ClC1=C(C=C(C=C1)F)C1C2=C(NC(N1)=O)N(C=C2C2=C(C(=O)N)C=C(C=C2F)C(F)(F)F)C=2C=NN(C2)C2CC2 (4-(2-chloro-5-fluorophenyl)-7-(1-cyclopropyl-1H-pyrazol-4-yl)-2-oxo-2,3,4,7-tetrahydro-1H-pyrrolo[2,3-d]pyrimidin-5-yl)-3-fluoro-5-(trifluoromethyl)benzamide